phenylenglycol C=1(C(=CC=CC1)O)O